C(C)(C)(C)OC(=O)N1[C@H](C[C@H](C1)O)C1=CC(=C(C=C1)C=1N=C2SC3=C(N2C1)C=C(C(=C3)C(=O)O)OC)F 2-(4-((cis)-1-(tert-butoxycarbonyl)-4-hydroxypyrrolidin-2-yl)-2-fluorophenyl)-6-methoxybenzo[d]imidazo[2,1-b]thiazole-7-carboxylic acid